(S)-7-((6-(4-(isobutylamino)piperidin-1-yl)-5-methylpyridin-3-yl)methyl)-2-(pentan-2-yloxy)imidazo[2,1-f][1,2,4]triazin-4-amine C(C(C)C)NC1CCN(CC1)C1=C(C=C(C=N1)CC1=CN=C2C(=NC(=NN21)O[C@@H](C)CCC)N)C